CC(=O)N[C@@H]1[C@H]([C@@H]([C@H](O[C@H]1NC(=O)C[C@@H](C(=O)O)N)CO)O)O The molecule is an N(4)-glycosyl-L-asparagine having (beta-N-acetyl-D-glucosaminyl as the glycosyl component. It is a N(4)-glycosyl-L-asparagine and a glucosaminylamine. It is a tautomer of a N(4)-(beta-N-acetyl-D-glucosaminyl)-L-asparagine zwitterion.